(1R)-1-(2-methylphenyl)ethan-1-ol CC1=C(C=CC=C1)[C@@H](C)O